C(C)(C)(C)OC(N[C@H]1CN(CCC1)C1C(CC(C1)C1=CC=C(C=C1)F)OC1=CC(=C(C=C1)C#N)F)=O (3R)-1-(2-(4-cyano-3-fluorophenoxy)-4-(4-fluorophenyl)cyclopentyl)piperidin-3-ylcarbamic acid tert-butyl ester